O=C[C@H](O)[C@H](O)[C@@H](O)[C@H](O)C(=O)OCCC propyl guluronate